ethyl-dimethyl-glycine C(C)C(N(C)C)C(=O)O